2-bromo-6-chloro-4-(3-methyloxiran-2-yl)pyridine BrC1=NC(=CC(=C1)C1OC1C)Cl